Cl.C(C)(C)(C)N t-butylamine, hydrochloride